1-(4-chloro-3-(trifluoromethyl)phenyl)-3-(4-hydroxycyclohexyl)urea ClC1=C(C=C(C=C1)NC(=O)NC1CCC(CC1)O)C(F)(F)F